C(C)(C)(C)OC(=O)NC1CCC(CC1)N(C(OCCCC)=O)CC(C1=CC=CC=C1)C=1C=C(C(=CC1)Cl)C1=C(C(=CC=C1C(N)=O)OC)F butyl ((1r,4r)-4-((tert-butoxycarbonyl)amino)cyclohexyl)(2-(6'-carbamoyl-6-chloro-2'-fluoro-3'-methoxy-[1,1'-biphenyl]-3-yl)-2-phenylethyl)carbamate